(3s,4s)-3-azido-4-methoxypyrrolidine-1-carboxylic acid benzyl ester C(C1=CC=CC=C1)OC(=O)N1C[C@@H]([C@H](C1)OC)N=[N+]=[N-]